C(C)(C)(C)OC(=O)NC1(CC2=CC(=CC=C2CC1)OC1=C(C=CC=C1)C1=CC(=CC=C1)SC)C(=O)OC methyl 2-((tert-butoxycarbonyl)amino)-7-((3'-(methylthio)-[1,1'-biphenyl]-2-yl)oxy)-1,2,3,4-tetrahydronaphthalene-2-carboxylate